9,10-dimethylene diphosphonate P1(OCOP(OCO1)=O)=O